CN1C(N(C2=C1C(=CC=C2)CCCOC2CCNCC2)C2C(NC(CC2)=O)=O)=O 3-[3-methyl-2-oxo-4-[3-(4-piperidyloxy)propyl]benzimidazol-1-yl]piperidine-2,6-dione